2,6-bis(4-methylphenyl)-dithieno[3,2-b:2',3'-d]thiophene CC1=CC=C(C=C1)C1=CC2=C(C3=C(S2)C=C(S3)C3=CC=C(C=C3)C)S1